4-((4-((1H-indol-6-yl)oxy)-6-amino-1,3,5-triazin-2-yl)amino)benzonitrile N1C=CC2=CC=C(C=C12)OC1=NC(=NC(=N1)N)NC1=CC=C(C#N)C=C1